N-(2-((R)-3-(dimethylamino)-pyrrolidine-1-yl)-5-((6-((R)-3-(2-fluoro-3-methylphenyl)-isoxazolidine-2-yl)pyrimidine-4-yl)amino)-4-methoxyphenyl)acrylamide CN([C@H]1CN(CC1)C1=C(C=C(C(=C1)OC)NC1=NC=NC(=C1)N1OCC[C@@H]1C1=C(C(=CC=C1)C)F)NC(C=C)=O)C